1,1,1,3,3,3-Hexafluoropropan-2-yl 4-(2-(2-(methylsulfonyl)-2,6-diazaspiro[3.4]octan-6-yl)-4-(trifluoromethyl)benzyl)piperazine-1-carboxylate CS(=O)(=O)N1CC2(C1)CN(CC2)C2=C(CN1CCN(CC1)C(=O)OC(C(F)(F)F)C(F)(F)F)C=CC(=C2)C(F)(F)F